L-glutamic acid diacetic acid tetrasodium [Na].[Na].[Na].[Na].C(CN([C@@H](CCC(=O)O)C(=O)O)CC(=O)O)(=O)O